(1R,2R)-2-methyl-N-[(5-{4-[(1-methylpiperidin-4-yl)amino]-1-(2,2,2-trifluoroethyl)-1H-indol-2-yl}-1,3,4-thiadiazol-2-yl)methyl]cyclopropane-1-carboxamide C[C@H]1[C@@H](C1)C(=O)NCC=1SC(=NN1)C=1N(C2=CC=CC(=C2C1)NC1CCN(CC1)C)CC(F)(F)F